1-isopropyl-N,N-bis(4-methoxybenzyl)-1H-pyrazole-3-sulfonamide C(C)(C)N1N=C(C=C1)S(=O)(=O)N(CC1=CC=C(C=C1)OC)CC1=CC=C(C=C1)OC